O=C1NC(CCC1N1C(C2=CC=CC=C2C(C1=O)N1CCC2(CN(C2)C(=O)[O-])CC1)=O)=O 7-(2-(2,6-dioxopiperidine-3-yl)-1,3-dioxoisoquinolin-4-yl)-2,7-diazaspiro[3.5]nonane-2-carboxylate